3-[3-[(4-methyl-1H-pyrazol-3-yl)methyl]oxetan-3-yl]aniline CC=1C(=NNC1)CC1(COC1)C=1C=C(N)C=CC1